2,7-octadiene-1-ylsuccinic anhydride C(C=CCCCC=C)C1C(=O)OC(C1)=O